(2R,4S)-N-((S)-1-(((6-amino-2-methylpyridin-3-yl)methyl)amino)-1-oxopropan-2-yl)-4-(4-fluorobenzyl)pyrrolidine-2-carboxamide di-trifluoroacetate FC(C(=O)O)(F)F.FC(C(=O)O)(F)F.NC1=CC=C(C(=N1)C)CNC([C@H](C)NC(=O)[C@@H]1NC[C@H](C1)CC1=CC=C(C=C1)F)=O